C1(=CC(=CC(=C1)C#CC1=CC=C(C=C1)C#CC#CC=1C=C(C=C(C(=O)[O-])C1)C(=O)[O-])C#CC1=CC=C(C=C1)C#CC#CC=1C=C(C=C(C(=O)[O-])C1)C(=O)[O-])C#CC1=CC=C(C=C1)C#CC#CC=1C=C(C=C(C(=O)[O-])C1)C(=O)[O-] 5,5',5''-(((benzene-1,3,5-triyl-tris(ethyne-2,1-diyl))tris(benzene-4,1-diyl))tris(buta-1,3-diyne-4,1-diyl))triisophthalate